ClC1=CC=C(C=C1)NC(CSC=1NC=C(N1)C(=O)OCC)=O ethyl 2-((2-((4-chlorophenyl) amino)-2-oxoethyl) thio)-1H-imidazole-4-carboxylate